CC1=C(N=NC(=C1C)CC1CN(CCC1)C)C1=C(C=C(C=C1)C(F)(F)F)O (4,5-dimethyl-6-((1-methylpiperidin-3-yl)methyl)pyridazin-3-yl)-5-(trifluoromethyl)phenol